2-(2H-benzotriazol-2-yl)-4,6-di-tert-butylphenol N=1N(N=C2C1C=CC=C2)C2=C(C(=CC(=C2)C(C)(C)C)C(C)(C)C)O